(5aR,6S,7S,8R,8aS)-7-((dimethylamino)methyl)-1,3-dimethoxy-6-phenyl-5a-(4-((trifluoromethyl)thio)phenyl)-5a,6,7,8-tetrahydro-8aH-cyclopenta[4,5]furo[3,2-c]pyridine-8,8a-diol CN(C)C[C@@H]1[C@H]([C@]2([C@](C=3C(=NC(=CC3O2)OC)OC)([C@@H]1O)O)C1=CC=C(C=C1)SC(F)(F)F)C1=CC=CC=C1